2-(p-toluenesulfonyl)propane CC1=CC=C(C=C1)S(=O)(=O)C(C)C